C(C)OC(CC1=CC=CC2=C1O[C@@H](C(N2)=O)C=2C=C(C1=C(C=CO1)C2)Br)=O |r| (±)-2-(2-(7-Bromobenzofuran-5-yl)-3-oxo-3,4-dihydro-2H-benzo[b][1,4]oxazin-8-yl)acetic acid ethyl ester